7-bromo-2-chloro-N-[(furan-2-yl)methyl]thieno[3,2-d]pyrimidin-4-amine BrC1=CSC2=C1N=C(N=C2NCC=2OC=CC2)Cl